3-(3-azido-3-methylbutan-2-ylidene)azetidine-1-carboxylic acid N(=[N+]=[N-])C(C(C)=C1CN(C1)C(=O)O)(C)C